C1(CCCCC1)NC(=N)NNC(=N)N 1-cyclohexylbiguanidine